Br.C(C)(=O)N[C@@H]1CC[C@H](CC1)NC(CN1CCN(CC1)C=1N=NC=C(N1)C1=CC=C(C=C1)C)=O N-[trans-4-(acetylamino)cyclohexyl]-2-{4-[5-(4-methylphenyl)-1,2,4-triazin-3-yl]piperazin-1-yl}acetamide monohydrobromide